1-(3-bromophenyl)methanamine BrC=1C=C(C=CC1)CN